C(CCCCCCC)(=O)SCCC[Si](OCC)(OCC)OCC S-[3-(triethoxysilyl) propyl] thiocaprylate